[K+].C(\C=C/C(=O)[O-])(=O)NN maleic hydrazide potassium salt